C1(CC1)C=1C=C(C=2N(C1)C=C(N2)COC=2C=C(C=CC2F)NC(=O)[C@@H]2[C@H](C2)C2=NC=CC(=N2)C)N2C(N(C(C2)=O)C)=O (1S,2S)-N-(3-((6-cyclopropyl-8-(3-methyl-2,4-dioxoimidazolidin-1-yl)imidazo[1,2-a]pyridin-2-yl)methoxy)-4-fluorophenyl)-2-(4-methylpyrimidin-2-yl)cyclopropane-1-carboxamide